(7-(methylamino)thieno[3,2-b]pyridin-6-yl)pentanamide CNC1=C2C(=NC=C1C(C(=O)N)CCC)C=CS2